CN1CCC(CC1)NCC1=C(C(=C(C=C1)F)F)F 1-methyl-N-[(2,3,4-trifluorophenyl)methyl]piperidin-4-amine